FC(C1=CC=C2CNC(C2=C1)=O)(F)F 6-(trifluoromethyl)isoindolin-1-one